N-(3-carbamoylphenyl)-2-[4-fluorophenoxy]-4-(trifluoromethyl)benzamide C(N)(=O)C=1C=C(C=CC1)NC(C1=C(C=C(C=C1)C(F)(F)F)OC1=CC=C(C=C1)F)=O